NC1=NC=NC=2C3=C(CC4(CCCC4)C12)C(=C(C=C3)OC3(CCCCC3)N)NCCO 2-[[4-amino-8-(4-trans-aminocyclohexyloxy)spiro[6H-benzo[H]quinazolin-5,1'-cyclopentane]-7-yl]amino]ethanol